thiopropionic acid S-[2-(3-hydroxy-2-methylpropoxy)-5-methyl-[1,3,2]dioxasilinan-2-ylpropyl] ester OCC(CO[Si]1(OCC(CO1)C)CCCSC(CC)=O)C